C(CCCC=C)NCC(C(=O)OCC)(C)C ethyl 3-(hex-5-enylamino)-2,2-dimethyl-propanoate